ClC1=NC(=NC(=C1)Cl)N(C1C[C@H]2CCC[C@@H](C1)N2C(=O)OC(C)(C)C)C tert-butyl (1R,3s,5S)-3-((4,6-dichloropyrimidin-2-yl)(methyl)amino)-9-azabicyclo[3.3.1]nonane-9-carboxylate